NC1=NC(=CN=C1C)C 2-amino-3,6-dimethylpyrazine